5-(Methylsulfonyl)furan-2-carboxylic acid methyl ester COC(=O)C=1OC(=CC1)S(=O)(=O)C